tert-butyl ((S)-4-((4-chloro-5-methylpyridin-2-yl)amino)-4-oxo-3-((S)-1,2,3,4-tetrahydroisoquinoline-3-carboxamido)butyl)carbamate ClC1=CC(=NC=C1C)NC([C@H](CCNC(OC(C)(C)C)=O)NC(=O)[C@H]1NCC2=CC=CC=C2C1)=O